(2S,4R)-N-(2-dimethylaminoethyl)-4-fluoro-pyrrolidine-2-carboxamide dihydrochloride Cl.Cl.CN(CCNC(=O)[C@H]1NC[C@@H](C1)F)C